1-methyl-3-(3-(2-(1-methyl-1H-pyrazol-4-yl)-3H-imidazo[4,5-b]pyridin-7-yl)-3,8-diazabicyclo[3.2.1]octane-8-yl)cyclobutane-1-carbonitrile CC1(CC(C1)N1C2CN(CC1CC2)C2=C1C(=NC=C2)NC(=N1)C=1C=NN(C1)C)C#N